FC(C(=O)O)(F)F.N[C@@H]1CCCC([C@H]1C1=C(C2=NC(=CC(=C2S1)NCC#CC)Cl)Br)(F)F 2-((1S,6R)-6-amino-2,2-difluorocyclohexyl)-3-bromo-N-(but-2-yn-1-yl)-5-chlorothieno[3,2-b]pyridin-7-amine trifluoroacetate